FC(CCCCCCOC(CCC#N)OCCCCCCC(C(F)(F)F)(F)F)(C(F)(F)F)F 4,4-bis((7,7,8,8,8-pentafluorooctyl)oxy)butyronitrile